N-(4-(3,6-dihydropyridin-1(2H)-yl)phenyl)-7-(3,4-dimethoxyphenyl)pyrazolo[1,5-a]pyrimidine-2-carboxamide N1(CCC=CC1)C1=CC=C(C=C1)NC(=O)C1=NN2C(N=CC=C2C2=CC(=C(C=C2)OC)OC)=C1